1-ethoxyethen C(C)OC=C